2-Methyl-1-(p-tolyl)-1,2,3,4-tetrahydroisoquinoline-1-carbonitrile CN1C(C2=CC=CC=C2CC1)(C#N)C1=CC=C(C=C1)C